N-(3-(2-amino-8-methyl-7-oxo-7,8-dihydropyrido[2,3-d]pyrimidin-6-yl)-4-fluorophenyl)-5-chloro-2-methoxypyridine-3-sulfonamide NC=1N=CC2=C(N1)N(C(C(=C2)C=2C=C(C=CC2F)NS(=O)(=O)C=2C(=NC=C(C2)Cl)OC)=O)C